(S)-1-chloro-3-(2,6-dichloro-4-(2-(4-((S)-2,3-dihydroxypropoxy)phenyl)propan-2-yl)phenoxy)propan-2-yl acetate C(C)(=O)O[C@H](CCl)COC1=C(C=C(C=C1Cl)C(C)(C)C1=CC=C(C=C1)OC[C@H](CO)O)Cl